2-[(2,6-dichlorophenyl)amino]phenylacetic acid sodium salt [Na+].ClC1=C(C(=CC=C1)Cl)NC1=C(C=CC=C1)CC(=O)[O-]